2,2-Difluoro-2-(4-(4-((trans-4-((5-(trifluoromethyl)pyridin-2-yl)amino)cyclohexyl)sulfonyl)phenyl)pyridin-2-yl)acetic acid FC(C(=O)O)(C1=NC=CC(=C1)C1=CC=C(C=C1)S(=O)(=O)[C@@H]1CC[C@H](CC1)NC1=NC=C(C=C1)C(F)(F)F)F